1,1,3-triallylpiperazinium chloride [Cl-].C(C=C)[N+]1(CC(NCC1)CC=C)CC=C